N1=C(C=CC=C1)SSCCC=C(C(=O)N)C (2-(pyridine-2-yldisulfaneyl)ethyl)methacrylamide